methyl 3-hydroxycyclohexane-1-carboxylate OC1CC(CCC1)C(=O)OC